CNCN1N=CC=C1 ((methylamino)methyl)-1H-pyrazole